FC1(CCN(CC1)C=1OC2=C(C=C(C=C2C(C1)=O)C)[C@@H](C)NC1=C(C(=O)OC(C)(C)C)C=CC=C1)F tert-butyl (R)-2-((1-(2-(4,4-difluoropiperidin-1-yl)-6-methyl-4-oxo-4H-chromen-8-yl)ethyl)amino)benzoate